C(C)OC(=O)C1=NC(=C(C=C1Cl)F)F.BrC=1C2=C(C=NC1)C=NN2COCC[Si](C)(C)C 2-[(7-Bromopyrazolo[4,3-c]pyridin-1-yl)methoxy]ethyl-trimethyl-silane ethyl-3-chloro-5,6-difluoro-pyridine-2-carboxylate